C(C)(C)(C)OC(NC1=CC=2N(C(=C1)Cl)N=CC2)=O tert-butyl(7-chloropyrazolo[1,5-a]pyridin-5-yl)-carbamate